ClC1=NC=C(C(=O)NC2=NC(=CC=C2)OC)C=C1 6-chloro-N-(6-methoxypyridin-2-yl)nicotinamide